4-((6-fluorocoumarin-4-yl)oxy)-N-hydroxybutyramide FC=1C=C2C(=CC(OC2=CC1)=O)OCCCC(=O)NO